ClC=1C(=C(C=C(C1)Cl)O)C=1N=NC(=CC1)N1C[C@H](OCC1)CN(C)C 3,5-dichloro-2-[6-[(2R)-2-[(dimethylamino)methyl]morpholin-4-yl]pyridazin-3-yl]phenol